2-bromo-iodo-benzene BrC1=C(C=CC=C1)I